C(CCCCCC)OC=1C=C2C=CC(=CC2=CC1)C1(CC=C(C=C1)N)NC1=CC=CC=C1 1-(6-(heptyloxy)naphthalen-2-yl)-N1-phenylbenzene-1,4-diamine